ClC1=CC(=C(CN2C=NC(=C2)NC([C@H](C)N2C[C@@H](C(CC2)(F)F)C2=CC=[N+](C=C2)[O-])=O)C=C1F)F 4-((S)-1-((S)-1-((1-(4-chloro-2,5-difluorobenzyl)-1H-imidazol-4-yl)amino)-1-oxopropan-2-yl)-4,4-difluoropiperidin-3-yl)pyridine 1-oxide